OC(C1=CC=CC=C1)NC(C1=CC=CC=C1)O di(hydroxybenzyl)amine